(S)-(5-(2-chlorophenoxy)-2-(3-(3-chloropyridin-2-ylamino)pyrrolidin-1-yl)phenyl)methanol ClC1=C(OC=2C=CC(=C(C2)CO)N2C[C@H](CC2)NC2=NC=CC=C2Cl)C=CC=C1